NC1=CC=C(C=N1)N1CCC(CC1)(O)CN(C)C 1-(6-Aminopyridin-3-yl)-4-((dimethylamino)methyl)piperidin-4-ol